C1(C(C(C(C(C1C(=O)O)C(=O)O)C(=O)O)C(=O)O)C(=O)O)C(=O)O 1,2,3,4,5,6-cyclohexane-hexa-carboxylic acid